cerium copper cobalt oxide sulfide [Co](=O)=S.[Cu].[Ce]